C(C=C)CC[C@H]1CC[C@H]2[C@@H]3CCC4CCCC[C@]4(C)[C@H]3CC[C@]12C allylpregnane